C(C)(C)(CC)O.[Li] lithium tertiary amyl alcohol